4-[[3-fluoro-2-methoxy-propyl]-[4-(5,6,7,8-tetrahydro-1,8-naphthyridin-2-yl)butyl]amino]-2-[[1-(2-methyl-6-oxo-1-pyridyl)cyclopropanecarbonyl]amino]butanoic acid FCC(CN(CCC(C(=O)O)NC(=O)C1(CC1)N1C(=CC=CC1=O)C)CCCCC1=NC=2NCCCC2C=C1)OC